NCC=1C(=NC=CC1)N(CC1=CC=C(C=C1)OCC(C)C)CC1=CC=C(C=C1)F (aminomethyl)-N-(4-fluorobenzyl)-N-(4-isobutoxybenzyl)pyridin-2-amine